(2-chloropyridin-5-yl)bornanediol ClC1=NC=C(C=C1)C1C(C2(CCC1C2(C)C)C)(O)O